N-(3-hydroxy-2,6-dimethylphenyl)-2-((4-methyl-1-(5-(trifluoromethyl)pyridin-3-yl)-1H-pyrazol-3-yl)amino)thiazole-5-carboxamide OC=1C(=C(C(=CC1)C)NC(=O)C1=CN=C(S1)NC1=NN(C=C1C)C=1C=NC=C(C1)C(F)(F)F)C